FC(COC(C=C)=O)(C(C(F)(F)F)(F)F)F acrylic acid-2,2,3,3,4,4,4-heptafluorobutyl ester